C12N(CC(C1)C2)C2=NC(=NC1=C(C(=C(C=C21)C(F)(F)F)C2=CC=C(C1=C2N=C(S1)N)F)F)OC[C@]12CCCN2C[C@@H](C1)F 4-(4-(2-azabicyclo[2.1.1]hexan-2-yl)-8-fluoro-2-(((2R,7aS)-2-fluorotetrahydro-1H-pyrrolizin-7a(5H)-yl)methoxy)-6-(trifluoromethyl)quinazolin-7-yl)-7-fluorobenzo[d]thiazol-2-amine